CSC1=NC=C2C(=N1)NN(C2=O)CC=C 6-(methylthio)-2-(2-propen-1-yl)-3H-pyrazolo[3,4-D]pyrimidin-3-one